FC(C1=CC=C(O[C@@H]2CCC3=CC=C(C=C23)NC(C=C)=O)C=C1)(F)F (R)-N-(3-(4-(trifluoromethyl)phenoxy)-2,3-dihydro-1H-inden-5-yl)acrylamide